4-bromo-6,7-dichloro-2-(2-tetrahydropyran-2-yloxyethyl)-1H-indole BrC1=C2C=C(NC2=C(C(=C1)Cl)Cl)CCOC1OCCCC1